O[C@H]1[C@@H](C2=CC(=CC=C2C(C1)(C)C)COC)NC(=O)NC=1C(=NC=C(C1)C)C1CCOCC1 ((1R,2R)-2-hydroxy-7-(methoxymethyl)-4,4-dimethyl-1,2,3,4-tetrahydronaphthalen-1-yl)-3-(5-methyl-2-(tetrahydro-2H-pyran-4-yl)pyridin-3-yl)urea